6'-bromo-2'-deuteromethylspiro[cyclopropane-1,1'-isoindoline] BrC1=CC=C2CN(C3(C2=C1)CC3)C[2H]